C(CC)P1(OP(OP(O1)(CCC)=O)(CCC)=O)=O 2,4,6-Tripropyl-1,3,5,2,4,6-trioxa-triphosphorinane-2,4,6-trioxid